ethyl 2-(1-ethyl-4-((4-methoxybenzyl)oxy)-3-methyl-1H-pyrazol-5-yl)oxazole-5-carboxylate C(C)N1N=C(C(=C1C=1OC(=CN1)C(=O)OCC)OCC1=CC=C(C=C1)OC)C